5-[1-(4,6-Dimethoxy-pyrimidin-5-yl)-piperidin-4-yl]-2-methyl-7-(2-trifluoromethyl-benzyl)-2,4,5,7-tetrahydro-pyrazolo[3,4-d]pyrimidin-6-one COC1=NC=NC(=C1N1CCC(CC1)N1C(N(C=2C(C1)=CN(N2)C)CC2=C(C=CC=C2)C(F)(F)F)=O)OC